C(C)OC(CC1=C(C(=C(C(=C1)O)C(=O)CC)O)C(=O)CC)=O 3,5-dihydroxyl-2,4-diethyl-carbonyl-phenylacetic acid ethyl ester